O1CCN(CC1)C=1C=CC(=NC1)NC(CC)=O N-(5-morpholinopyridin-2-yl)propanamide